tert-butyl (S)-4-(4-((benzyloxy)carbonyl)-3-(cyanomethyl)piperazin-1-yl)-2-chloro-5,7-dihydro-6H-pyrrolo[3,4-d]pyrimidine-6-carboxylate C(C1=CC=CC=C1)OC(=O)N1[C@H](CN(CC1)C=1C2=C(N=C(N1)Cl)CN(C2)C(=O)OC(C)(C)C)CC#N